ClC=1C=C(C=C(C1F)Cl)/C(=C/C(=O)C1=NC=C(C2=C1CCO2)C(=O)OC)/C(F)(F)F methyl 4-[(2Z)-3-(3,5-dichloro-4-fluorophenyl)-4,4,4-trifluoro-1-oxo-2-buten-1-yl]-2,3-dihydrofuro[3,2-c]pyridine-7-carboxylate